1,2-Dihydropyrimidin-2-on N1C(N=CC=C1)=O